COC(C(C(=O)OC(C)(C)C)(C)C)C=O tert-butyl 3-methoxy-2,2-dimethyl-4-oxobutanoate